COC1=CC2=C(C=C(O2)CCNCC)C=C1 6-methoxy-N-ethylaminoethyl-Benzofuran